C1(=C(C=CC=C1)C=1C=C2OC3=CC=CC(C(NC4=CC=CC(S(NC(N1)=N2)(=O)=O)=C4)=O)=C3)C 5-(o-tolyl)-9,9-dioxo-2-oxa-9λ6-thia-6,8,15,23-tetraazatetracyclo[15.3.1.13,7.110,14]tricosa-1(20),3,5,7(23),10(22),11,13,17(21),18-nonaen-16-one